S1C(=NC2=C1C=CC=C2)NC2=C(C=C(N=N2)N(C=2SC=C(N2)C(=O)O)CCCN(CC)CC)C 2-({6-[(1,3-benzothiazol-2-yl)amino]-5-methylpyridazin-3-yl}[3-(diethylamino)propyl]amino)-1,3-thiazole-4-carboxylic acid